N-[3-chloro-4-(1,2,3,6-tetrahydro-pyridin-4-yl)-phenyl]-2-fluoro-4-(1,2,3,6-tetrahydro-pyridin-4-yl)-benzamide ClC=1C=C(C=CC1C=1CCNCC1)NC(C1=C(C=C(C=C1)C=1CCNCC1)F)=O